(3,4,5-trimethoxyphenyl)-6H-1,3-thiazin-2-amine COC=1C=C(C=C(C1OC)OC)C=1N=C(SCC1)N